C1CCCOS1(=O)=O butansultone